3-methyl-cytidine CN1C(N([C@H]2[C@H](O)[C@H](O)[C@@H](CO)O2)C=CC1=N)=O